COC1=C2C(=NNC2=CC=C1COC([2H])([2H])[2H])N 4-Methoxy-5-((methoxy-d3)methyl)-1H-indazol-3-amine